3-bromo-5-(4-chlorophenoxy)-1-(propan-2-yl)-1H-1,2,4-triazole BrC1=NN(C(=N1)OC1=CC=C(C=C1)Cl)C(C)C